(((benzyloxy)carbonyl)amino)-4-(2-carboxyethyl)pimelic acid C(C1=CC=CC=C1)OC(=O)NC(C(=O)O)CC(CCC(=O)O)CCC(=O)O